3'',5'-dichloro-4''-((3,5-difluoropyridin-2-yl)methoxy-d2)-3-(2-hydroxypropan-2-yl)-6''-methyl-2h,2''h-[1,2':4',1''-terpyridin]-2,2''-dione ClC=1C(N(C(=CC1OC([2H])([2H])C1=NC=C(C=C1F)F)C)C1=CC(=NC=C1Cl)N1C(C(=CC=C1)C(C)(C)O)=O)=O